FC(OC1=CC2=C(N=C(O2)C2N(CCCC2)C(=O)[O-])C=C1)(F)F 2-[6-(trifluoromethoxy)-1,3-benzoxazol-2-yl]piperidine-1-carboxylate